1-(4-{4-amino-7-[(1R,2S,3R,4R)-2,3-dihydroxy-4-[({3-[(2-phenylethyl)amino]propyl}amino)methyl]cyclopentyl]pyrrolo[2,3-d]pyrimidin-5-yl}piperidin-1-yl)ethanone NC=1C2=C(N=CN1)N(C=C2C2CCN(CC2)C(C)=O)[C@H]2[C@@H]([C@@H]([C@H](C2)CNCCCNCCC2=CC=CC=C2)O)O